FC1=CC=C(CNC2=CC=NC3=CC=CC=C23)C=C1 N-(4-fluorobenzyl)quinolin-4-amine